C1CN2C(CCC3=CC=CC1=C23)=O 5,6-dihydro-1H-pyrrolo[3,2,1-ij]quinolin-4(2H)-one